4-((R)-3-((cyclopropylmethyl)amino)piperidin-1-yl)-1-(1-(4-(5-(3,3-difluoroazetidin-1-yl)pyridin-3-yl)-1H-1,2,3-triazol-1-yl)ethyl)pyridin C1(CC1)CN[C@H]1CN(CCC1)C1=CCN(C=C1)C(C)N1N=NC(=C1)C=1C=NC=C(C1)N1CC(C1)(F)F